NC1C(SC=C1)C(=O)OC methyl 3-amino-2,3-dihydrothiophene-2-carboxylate